S1C=C(C=C1)C=1N=NN(C1)[C@@H]1[C@H]([C@@H](SC=2C=NC=C(C2)Br)O[C@@H]([C@@H]1O)CO)O 5-bromopyridin-3-yl 3-deoxy-3-[4-(3-thienyl)-1H-1,2,3-triazol-1-yl]-1-thio-alpha-D-galactopyranoside